CN1C(=NN=C1C1=NC=NC=C1)CNC=1C=C(C(=O)N[C@H](C)C=2C=C(OCCCCCCOCCOCCOCCCC(=O)O)C=CC2)C=CC1 (R)-4-(2-(2-(6-(3-(1-(3-((4-methyl-5-(pyrimidin-4-yl)-4H-1,2,4-triazol-3-yl)methylamino)benzamido)ethyl)phenoxy)hexyloxy)ethoxy)ethoxy)butanoic acid